O1C(OCCC1)C1=CC=C(C(=N1)C1=NC2=C(N1C)C=CC(=C2)SC(F)(F)F)SC 2-[6-(1,3-dioxan-2-yl)-3-methylthiopyridin-2-yl]-1-methyl-5-(trifluoromethylthio)benzimidazole